methyl 3-(4-chlorophenyl)-2,5-dimethylhex-2-enoate ClC1=CC=C(C=C1)C(=C(C(=O)OC)C)CC(C)C